5-((6-(4-(8-cyclopropylquinoxalin-2-yl)-1H-pyrazol-1-yl)hexyl)amino)-2-(2,6-dioxopiperidin-3-yl)isoindoline-1,3-dione C1(CC1)C=1C=CC=C2N=CC(=NC12)C=1C=NN(C1)CCCCCCNC=1C=C2C(N(C(C2=CC1)=O)C1C(NC(CC1)=O)=O)=O